3'-(4-(tert-butyl)phenyl)-N-(9,9-dimethyl-9H-fluoren-2-yl)spiro[adamantan-2,9'-fluorene]-2'-amine C(C)(C)(C)C1=CC=C(C=C1)C=1C(=CC=2C3(C4=CC=CC=C4C2C1)C1CC2CC(CC3C2)C1)NC1=CC=2C(C3=CC=CC=C3C2C=C1)(C)C